C(C)(C)(C)OC(=O)N1CC=2NC(N=C(C2CC1)N1CCN(CC1)C(=O)OCC1=CC=CC=C1)=O 4-(4-((benzyloxy)carbonyl)piperazin-1-yl)-2-oxo-2,5,6,8-tetrahydropyrido[3,4-d]pyrimidine-7(1H)-carboxylic acid tert-butyl ester